5-(1-cyclobutyl-1H-pyrazol-4-yl)-N-(6-(4-cyclopropyl-4H-1,2,4-triazol-3-yl)pyridin-2-yl)-1H-indazole-3-carboxamide C1(CCC1)N1N=CC(=C1)C=1C=C2C(=NNC2=CC1)C(=O)NC1=NC(=CC=C1)C1=NN=CN1C1CC1